ClC1=CC(=C(COC2=C(C=CC(=N2)C2=CC(=C(CC3=NC4=C(N3CC3OCCC3)C=CC=C4)C=C2)F)F)C=C1)F 2-(4-(6-(4-Chloro-2-fluorobenzyloxy)-5-fluoropyridin-2-yl)-2-fluorobenzyl)-1-((tetrahydrofuran-2-yl)methyl)-1H-benzo[d]imidazol